5-bromo-3-hydroxy-2,3-dihydrospiro[indene-1,4'-piperidine]-1'-carboxylic acid methyl ester COC(=O)N1CCC2(CC1)CC(C1=CC(=CC=C12)Br)O